Methyl 2-((2S,4S)-2-(((tert-butoxycarbonyl)amino)methyl)-5-chloro-6-fluoro-2-phenyl-2,3-dihydrobenzofuran-4-yl)-3-fluoro-4-methoxybenzoate C(C)(C)(C)OC(=O)NC[C@@]1(OC2=C(C1)C(=C(C(=C2)F)Cl)C2=C(C(=O)OC)C=CC(=C2F)OC)C2=CC=CC=C2